azobis[N-(4-amino-phenyl)-2-methylpropionamidine]-tetrahydrochloride Cl.Cl.Cl.Cl.N(=NC(C(=N)NC1=CC=C(C=C1)N)(C)C)C(C(=N)NC1=CC=C(C=C1)N)(C)C